C(C(=O)O)(=O)OO peroxyoxalic acid